2-cyano-L-phenylalanine C(#N)C1=C(C[C@H](N)C(=O)O)C=CC=C1